2-BROMO-N-(3-BROMOBENZYL)ACETAMIDE BrCC(=O)NCC1=CC(=CC=C1)Br